[O-]S(=O)(=O)C(F)(F)F.COC1=NC(=NC(=N1)OC)[N+](C)(C)CC(=O)OCCCCCCCC (4,6-dimethoxy-1,3,5-triazin-2-yl)-(2-octyloxy-2-oxoethyl)dimethylammonium triflate